N-Fmoc-cadaverine hydrobromide Br.C(=O)(OCC1C2=CC=CC=C2C2=CC=CC=C12)NCCCCCN